COC(=O)C1CN(S(C=2N1C(C=C(C2C2=CC(=CC=C2)C(F)(F)F)CC2=CC=CC1=CC=CC=C21)=O)(=O)=O)CCCC(=O)O 4-(4-(methoxycarbonyl)-8-(naphthalen-1-ylmethyl)-1,1-dioxido-6-oxo-9-(3-(trifluoromethyl)phenyl)-3,4-dihydro-2H,6H-pyrido[1,2-e][1,2,5]thiadiazin-2-yl)butanoic acid